4-(2-Acetoxyethoxy)toluol C(C)(=O)OCCOC1=CC=C(C=C1)C